BrCCCCCCCC(=O)NC1=C(C=C(C=C1)F)F 8-bromo-N-(2,4-difluorophenyl)octanamide